ClC=1C(=NC(=NC1)NC1=C(C=C(C(=O)NCC2COCC2)C=C1)OC)C=1C=NN(C1)C(C)C 4-((5-chloro-4-(1-isopropyl-1H-pyrazol-4-yl)pyrimidin-2-yl)amino)-3-methoxy-N-((tetrahydrofuran-3-yl)methyl)benzamide